3-(benzimidazol-2-yl)-7-fluoro-coumarin N1=C(NC2=C1C=CC=C2)C=2C(OC1=CC(=CC=C1C2)F)=O